S(=O)(=O)([O-])[O-].[Rh+3].C(CCCCC)=N.S(=O)(=O)([O-])[O-].S(=O)(=O)([O-])[O-].[Rh+3] hexaanimine rhodium sulfate